ClC1=NC(=C2N=CN(C2=N1)[C@@H]1SC[C@H]([C@H]1O)O)N[C@@H]1CCC=2C(=CC=CC12)C#N (1R)-1-[[2-chloro-9-[(2R,3R,4S)-3,4-dihydroxytetrahydrothiophen-2-yl]purin-6-yl]amino]indane-4-carbonitrile